C(C1=CC=CC=C1)O[C@H]1C[C@@H](O[C@@H]1COCC1=CC=CC=C1)O (2R,4S,5R)-4-(benzyloxy)-5-((benzyloxy)methyl)tetrahydrofuran-2-ol